O=C1N(CCC=2N(C1)N=C(C2)NC2=NC=C1CCN(CC1=C2)C(=O)OC(C)(C)C)C(C)C tert-butyl 7-{[7-oxo-6-(propan-2-yl)-4H,5H,6H,7H,8H-pyrazolo[1,5-d][1,4]diazepin-2-yl]amino}-1,2,3,4-tetrahydro-2,6-naphthyridine-2-carboxylate